C(C1=CC=CC=C1)OC=1C=C(C=CC1)CCNC1=CC=CC=C1 [2-(3-benzyloxyphenyl)ethyl]aniline